4,6-dimethyl-1,3-phenylene diisocyanate CC1=C(C=C(C(=C1)C)N=C=O)N=C=O